bis[bis[4-(3,5-di(trifluoromethyl)benzenesulfonyloxy)phenyl]phenylsulfonium] methanedisulfonate C(S(=O)(=O)[O-])S(=O)(=O)[O-].FC(C=1C=C(C=C(C1)C(F)(F)F)S(=O)(=O)OC1=CC=C(C=C1)[S+](C1=CC=CC=C1)C1=CC=C(C=C1)OS(=O)(=O)C1=CC(=CC(=C1)C(F)(F)F)C(F)(F)F)(F)F.FC(C=1C=C(C=C(C1)C(F)(F)F)S(=O)(=O)OC1=CC=C(C=C1)[S+](C1=CC=CC=C1)C1=CC=C(C=C1)OS(=O)(=O)C1=CC(=CC(=C1)C(F)(F)F)C(F)(F)F)(F)F